C(CCC)N1C2=CC=CC=C2SC=2C=C(C(=CC12)OC)C=C1C(C2=CC=CC=C2C1=O)=O ((10-butyl-2-methoxy-10H-phenothiazin-3-yl)methylene)-1H-indene-1,3(2H)-dione